C(C)(C)(C)OC(=O)N1C[C@H](CCC1)OCC(C(C)C)=O (3S)-3-(3-methyl-2-oxobutoxy)piperidine-1-carboxylic acid tert-butyl ester